tert-Butyl (2S,4R)-4-(5-(5-cyano-2-(trifluoromethoxy)phenyl)oxazole-2-carboxamido)-2-(methoxymethyl)pyrrolidine-1-carboxylate C(#N)C=1C=CC(=C(C1)C1=CN=C(O1)C(=O)N[C@@H]1C[C@H](N(C1)C(=O)OC(C)(C)C)COC)OC(F)(F)F